COC([C@@H](CC=1NC2=CC=C(C=C2C1)O)O)=O (R)-2-hydroxy-3-(5-hydroxy-1H-2-indolyl)propanoic acid methyl ester